C1(=CC=C2C=CC3=C(C=CC4=CC=C1C2=C34)C3=CC=C(C=C3)C=C(C#N)C3=CC=C(C=C3)C(F)(F)F)C3=CC=C(C=C3)C=C(C#N)C3=CC=C(C=C3)C(F)(F)F 3,3'-(pyrene-1,6-diylbis(4,1-phenylene))bis(2-(4-(trifluoromethyl)phenyl)acrylonitrile)